(2S,4R)-4-[2-(tert-Butoxycarbonylamino)ethylamino]Pyrrolidine-1,2-dicarboxylic acid C(C)(C)(C)OC(=O)NCCN[C@@H]1C[C@H](N(C1)C(=O)O)C(=O)O